6,9,12,15,24,26-hexazapentacyclo[20.5.2.11,4.13,7.025,28]hentriaconta-3,5,7(30),20,22(29),23,25(28)-heptaene-8,11,27-trione C123CC4=C(C=NC(C(NCC(NCCNCCCCC=CC=5C=NC(NC1=O)=C2C5)=O)=O)=C4)C3